8-trans-stilbene C1(=CC=CC=C1)C=CC1=CC=CC=C1